N1C=CC=2C1=NC=C(C2)C=2C=C(C=CC2)C=CC(=O)NC2=CC(=C(C=C2)CN2CCN(CC2)C)C(F)(F)F 3-(3-(1H-pyrrolo[2,3-b]pyridin-5-yl)phenyl)-N-(4-((4-methylpiperazin-1-yl)methyl)-3-(trifluoromethyl)phenyl)acrylamide